adipic acid di-n-pentyl ester C(CCCC)OC(CCCCC(=O)OCCCCC)=O